4-(1H-IMIDAZOL-4-YLMETHYL)-BENZALDEHYDE N1C=NC(=C1)CC1=CC=C(C=O)C=C1